NC1=C(C(=NN1C1CN(CC1(F)F)CC)C1=CC=C(C=C1)CNC(C1=C(C=CC(=C1)F)OC)=O)C(=O)N 5-Amino-1-(1-ethyl-4,4-difluoro-pyrrolidin-3-yl)-3-[4-[[(5-fluoro-2-methoxy-benzoyl)amino]methyl]phenyl]pyrazole-4-carboxamide